(1R,3S,5R)-2-(2-(3-acetyl-7-(fluoromethyl)-5-(2-methylpyrimidin-5-yl)-1H-indazol-1-yl)acetyl)-N-(6-bromopyridin-2-yl)-5-methyl-2-azabicyclo[3.1.0]hexane-3-carboxamide C(C)(=O)C1=NN(C2=C(C=C(C=C12)C=1C=NC(=NC1)C)CF)CC(=O)N1[C@@H]2C[C@@]2(C[C@H]1C(=O)NC1=NC(=CC=C1)Br)C